C(C)(=O)OCCCCCCC=CCCCC 7-dodecenyl acetate